ClC=1C=C2C(=NC=NC2=CC1C1=CC=CC=2OCCOC21)N2CCN(CC2)C(C=C)=O 1-(4-(6-chloro-7-(2,3-dihydro-benzo[b][1,4]dioxin-5-yl)quinazolin-4-yl)piperazin-1-yl)prop-2-en-1-one